1-((3S,4R)-4-(3,4-difluorophenyl)-1-(2-methoxyethyl)pyrrolidin-3-yl)-3-(4-methyl-1-phenyl-1'-(2,2,2-trifluoro-1-(2,2,2-trifluoroethoxy)ethyl)-1H,1'H-[3,4'-bipyrazol]-5-yl)urea FC=1C=C(C=CC1F)[C@H]1[C@@H](CN(C1)CCOC)NC(=O)NC1=C(C(=NN1C1=CC=CC=C1)C=1C=NN(C1)C(C(F)(F)F)OCC(F)(F)F)C